8-(1-acetyl-3-piperidinyl)-2-methylsulfonyl-6-(2-nitrophenoxy)pyrido[2,3-d]pyrimidin-7-one C(C)(=O)N1CC(CCC1)N1C(C(=CC2=C1N=C(N=C2)S(=O)(=O)C)OC2=C(C=CC=C2)[N+](=O)[O-])=O